Cl.Cl.CN1CC(C1)N 1-methylazetidin-3-amine 2HCl